C12N(CC(NC1)CC2)C=2C1=C(N=C(N2)OC([2H])([2H])[C@]23CCCN3C[C@](C2)([2H])F)C(=C(N=C1)C1=CC(=CC2=CC=C(C(=C12)CC)F)O)F 4-(4-(2,5-Diazabicyclo[2.2.2]octan-2-yl)-8-fluoro-2-(((2R,7aS)-2-fluorotetrahydro-1H-pyrrolizin-7a(5H)-yl-2-d)methoxy-d2)pyrido[4,3-d]pyrimidin-7-yl)-5-ethyl-6-fluoronaphthalen-2-ol